terephthalimide sodium salt [Na].C1(C2=CC=C(C(N1)=O)C=C2)=O